(1H-1,2,3,4-tetrazol-5-yl)methanol N1N=NN=C1CO